3-fluoro-5-[3-(5-fluoropyridin-2-yl)-1,2,4-oxadiazol-5-yl]benzonitrile FC=1C=C(C#N)C=C(C1)C1=NC(=NO1)C1=NC=C(C=C1)F